FC=1C=C(C=C(C1)F)[C@@H]1CCC2=NN(C(N21)=O)[C@@H]2C[C@H](C2)OC2=NC=CC(=C2)C#N 2-({trans-3-[(5S)-5-(3,5-difluorophenyl)-3-oxo-6,7-dihydro-3H-pyrrolo[2,1-c][1,2,4]triazol-2(5H)-yl]cyclobutyl}oxy)pyridine-4-carbonitrile